C(CCC=C)N1C=NC=C1 1-(4-pentenyl)imidazole